1-[9-(4-chlorophenyl)-8-(6-cyano-2-methyl-3-pyridyl)-2-(2-hydroxy-2-methyl-propoxy)purin-6-yl]-4-methyl-piperidine-4-carboxamide ClC1=CC=C(C=C1)N1C2=NC(=NC(=C2N=C1C=1C(=NC(=CC1)C#N)C)N1CCC(CC1)(C(=O)N)C)OCC(C)(C)O